OCCC[C@H]1[C@H](COC1)OC1=NC(=CC=C1S(=O)(=O)N1[C@@H](CCC1)C(=O)OC)C |o1:4,5| methyl ((2-(((3R*,4R*)-4-(3-hydroxypropyl)tetrahydrofuran-3-yl)oxy)-6-methylpyridin-3-yl)sulfonyl)-L-prolinate